2-OXO-2,3-DIHYDROBENZO[D]OXAZOL-6-YL-BORONIC ACID O=C1OC2=C(N1)C=CC(=C2)B(O)O